ClC1=C(C=NN1C)[C@@H]1[C@H](C(N(C1)C)=O)C(=O)NC1=C(C(=CC=C1)F)OC(F)(F)F (3S,4S)-4-(5-chloro-1-methyl-pyrazol-4-yl)-N-[3-fluoro-2-(trifluoromethoxy)phenyl]-1-methyl-2-oxo-pyrrolidine-3-carboxamide